FC(CN1N=C(C=C1)C=1C=C2C(=NC1)N(N=C2N2[C@H](C[C@@H](C2)F)C2=C(C=CC(=C2)F)F)COCC[Si](C)(C)C)F 5-(1-(2,2-Difluoroethyl)-1H-pyrazol-3-yl)-3-((2R,4S)-2-(2,5-difluorophenyl)-4-fluoropyrrolidin-1-yl)-1-((2-(trimethylsilyl)ethoxy)methyl)-1H-pyrazolo[3,4-b]pyridine